O=C1CN(C[C@H](OC1)C(=O)OCC1=CC=CC=C1)C(=O)OC(C)(C)C 2-benzyl 4-tert-butyl (2S)-6-oxo-1,4-oxazepane-2,4-dicarboxylate